C(C)(=O)O.C(C)(=O)O.NC(CCC(=O)C1=C(C(=O)N)C=CC=C1)N diaminobutyryl-benzamide diacetate